FC1=CC=C(C=C1)NC(=O)NC1CN(C(C1)=O)C(C)C 1-(4-fluorophenyl)-3-(1-isopropyl-5-oxopyrrolidin-3-yl)urea